2-(6-(2-ethyl-5-fluoro-4-hydroxyphenyl)-1H-indazol-3-yl)-N-(2-hydroxyethyl)4,6-dihydropyrrolo[3,4-d]Imidazole-5(1H)-carboxamide C(C)C1=C(C=C(C(=C1)O)F)C1=CC=C2C(=NNC2=C1)C1=NC2=C(N1)CN(C2)C(=O)NCCO